C(C)(C)(C)OOC(C)(C)C Di-t-Butyl peroxid